(S)-2-(2-chloro-6-methylbenzamido)-3-(2-(3-guanidinobenzamido)acetamido)propanoic acid ClC1=C(C(=O)N[C@H](C(=O)O)CNC(CNC(C2=CC(=CC=C2)NC(=N)N)=O)=O)C(=CC=C1)C